C(C)NC(=O)C=1C=C2C(=CC=NC2=CC1OC)OC1=CC=C(C=C1)NC(=O)C1(CC1)C(=O)NC1=CC=C(C=C1)F 1-N-[4-[6-(ethylcarbamoyl)-7-methoxyquinolin-4-yl]oxyphenyl]-1-N'-(4-fluorophenyl)cyclopropane-1,1-dicarboxamide